C(C(=C)C)(=O)O.C(C(=C)C)(=O)O.C(C(=C)C)(=O)O.NC(=O)OCC.NC(=O)OCC.NC(=O)OCC triurethane trimethacrylate